FC(C(=O)O)(F)F.FC1=CC(=CC2=C1OC(CO2)C2=CC=C(C=C2)C(F)(F)F)CN2C=NC=1C2=NC=C(C1)C=1C=NN(C1)C 3-((8-fluoro-2-(4-(trifluoromethyl)phenyl)-2,3-dihydrobenzo[b][1,4]dioxin-6-yl)methyl)-6-(1-methyl-1H-pyrazol-4-yl)-3H-imidazo[4,5-b]pyridine 2,2,2-trifluoroacetate